FC1=CC=C(C=C1)C1=NN2C(CO[C@@H](C2)C)=C1C1=CC=NC=C1 (R)-2-(4-fluorophenyl)-6-methyl-3-(pyridin-4-yl)-6,7-dihydro-4H-pyrazolo[5,1-c][1,4]oxazine